O=C1N(C(C2=CC=CC=C12)=O)N([C@@H](CC1=CC=CC=C1)C(=O)N[C@@H](CC(C)C)C(=O)O)C(=O)OC(C)(C)C 1,3-Dioxoisoindolin-2-yl-(t-butoxycarbonyl)-L-phenylalanyl-leucine